5-((5-chloro-2-(3-methylpiperidin-1-yl)pyrimidin-4-yl)amino)-3-(3-hydroxy-3-methylbutyl)-1-methyl-1,3-dihydro-2H-benzo[d]imidazol-2-one ClC=1C(=NC(=NC1)N1CC(CCC1)C)NC1=CC2=C(N(C(N2CCC(C)(C)O)=O)C)C=C1